Dimethylzirconium [2',2'''-(4-(trifluoromethyl)pyridine-2,6-diyl)bis(4'-isopropyl-5-methyl-3-((3r,5r,7r)-3,5,7-trimethyladamantan-1-yl)-[1,1'-biphenyl]-2-olate)] FC(C1=CC(=NC(=C1)C1=C(C=CC(=C1)C(C)C)C=1C(=C(C=C(C1)C)C12CC3(CC(CC(C1)(C3)C)(C2)C)C)[O-])C2=C(C=CC(=C2)C(C)C)C=2C(=C(C=C(C2)C)C23CC1(CC(CC(C2)(C1)C)(C3)C)C)[O-])(F)F.C[Zr+2]C